2-cyclopropyl-5-(ethylsulfanyl)-1-methyl-1H-imidazole-4-carboxylic acid tert-butyl ester C(C)(C)(C)OC(=O)C=1N=C(N(C1SCC)C)C1CC1